2-(4-(4-(benzylpiperazin-1-yl)phenyl)-N-phenethylsulfamoyl)benzofuran-2-carboxylic acid C(C1=CC=CC=C1)C1N(CCNC1)C1=CC=C(C=C1)C1=CC=C(CCNS(=O)(=O)C2(OC3=C(C2)C=CC=C3)C(=O)O)C=C1